ClC=1N=CC=2N(C1)C(=NN2)C(C)(C)OCC 6-chloro-3-(2-ethoxypropan-2-yl)-[1,2,4]triazolo[4,3-a]pyrazine